8-fluoro-2-methyl-imidazo[1,2-a]pyridine-6-carboxylic acid FC=1C=2N(C=C(C1)C(=O)O)C=C(N2)C